C(C=1C(C(=O)O)=CC(C(=O)O)=CC1)(=O)O.C(C=1C(C(=O)O)=CC(C(=O)O)=CC1)(=O)O.C(C=1C(C(=O)O)=CC(C(=O)O)=CC1)(=O)O.OCC(O)CO glycerol tris-trimellitate